NC1=NC(=CC(=N1)N1CC(C1)N(C(OC(C)(C)C)=O)C)C=1C(=NN(C1)C(F)F)C tert-butyl (1-(2-amino-6-(1-(difluoromethyl)-3-methyl-1H-pyrazol-4-yl)pyrimidin-4-yl)azetidin-3-yl)(methyl)carbamate